trans-6-(3-((2-methoxy-4-(methylsulfonyl)phenyl)amino)prop-1-yn-1-yl)-1-(2,2,2-trifluoroethyl)-N-(3-(trifluoromethyl)piperidin-4-yl)-1H-benzo[d]imidazole-4-carboxamide COC1=C(C=CC(=C1)S(=O)(=O)C)NCC#CC=1C=C(C2=C(N(C=N2)CC(F)(F)F)C1)C(=O)N[C@H]1[C@@H](CNCC1)C(F)(F)F